propan-2-yl 5-[2-fluoro-5-[[4-fluoro-2-(trifluoromethyl)benzoyl]amino]-4-[rac-(3R)-3,4-dimethylpiperazin-1-yl]phenyl]-3,6-dihydro-2H-pyridine-1-carboxylate FC1=C(C=C(C(=C1)N1C[C@H](N(CC1)C)C)NC(C1=C(C=C(C=C1)F)C(F)(F)F)=O)C1=CCCN(C1)C(=O)OC(C)C |r|